niobium trialuminium [Al].[Al].[Al].[Nb]